COC(=O)C1=CC(=NN1C)OS(=O)(=O)C(F)(F)F methyl-1-methyl-3-(((trifluoromethyl) sulfonyl) oxy)-1H-pyrazole-5-carboxylate